N,N-diphenyl-4-(4-trimethylsilyl-but-1,3-diynyl)aniline C1(=CC=CC=C1)N(C1=CC=C(C=C1)C#CC#C[Si](C)(C)C)C1=CC=CC=C1